ClC1=C(C=CC=C1)[C@@H](C)OC(=O)NC=1C(=NOC1C1=CC=C(C=N1)NC(=O)C1C(C1C(=O)OC)(F)F)C Methyl 3-((6-(4-((((R)-1-(2-chlorophenyl)ethoxy)carbonyl)amino)-3-methylisoxazol-5-yl)pyridin-3-yl)carbamoyl)-2,2-difluorocyclopropane-1-carboxylate